1-(4-(4-((5-bromo-4-((2-(dimethylphosphono)-3,4-dimethylphenyl)amino)pyrimidin-2-yl)amino)-5-methoxy-2-(1-methyl-1H-pyrazol-4-yl)phenyl)piperazin-1-yl)-2,2,2-trifluoroethane BrC=1C(=NC(=NC1)NC1=CC(=C(C=C1OC)N1CCN(CC1)CC(F)(F)F)C=1C=NN(C1)C)NC1=C(C(=C(C=C1)C)C)P(=O)(OC)OC